4-(4-(6-(((1S,2R,3R,5R)-2-fluoro-1,8-dimethyl-8-azabicyclo[3.2.1]octan-3-yl)(methyl)amino)pyridazin-3-yl)-3-hydroxyphenyl)-1-methyl-1,3,5-triazin-2(1H)-one F[C@H]1[C@@]2(CC[C@H](C[C@H]1N(C1=CC=C(N=N1)C1=C(C=C(C=C1)C1=NC(N(C=N1)C)=O)O)C)N2C)C